ON=CCCNC(OC(C)(C)C)=O tert-butyl (3-hydroxyiminopropyl)-carbamate